3,4,5-tridodecyloxybenzyl chloride C(CCCCCCCCCCC)OC=1C=C(CCl)C=C(C1OCCCCCCCCCCCC)OCCCCCCCCCCCC